3-benzoyl-1-(4-(1-((tert-butoxycarbonyl) amino) cyclobutyl) benzyl)-1H-pyrrole-2-carboxylate C(C1=CC=CC=C1)(=O)C1=C(N(C=C1)CC1=CC=C(C=C1)C1(CCC1)NC(=O)OC(C)(C)C)C(=O)[O-]